C(C)(C)(C)[C@@]1(N(CCC1)CCOCCNC(=O)OC(C)(C)C)C(=O)O.N1CCC(CC1)NCCC 1-((piperidine-4-yl)amino)propan tert-butyl-(2-(2-((tert-butoxycarbonyl)amino)ethoxy)ethyl)-L-prolinate